C1=CC=CC=C1 The molecule is a six-carbon aromatic annulene in which each carbon atom donates one of its two 2p electrons into a delocalised pi system. A toxic, flammable liquid byproduct of coal distillation, it is used as an industrial solvent. Benzene is a carcinogen that also damages bone marrow and the central nervous system. It has a role as a non-polar solvent, a carcinogenic agent and an environmental contaminant. It is an aromatic annulene, a volatile organic compound and a member of benzenes.